[N+](=O)([O-])C=1C=CC=CC1 m-nitrobenzol